3-((6-(trifluoromethyl)pyridin-3-yl)oxy)-3',6'-dihydro-[2,4'-bipyridine]-1'(2'h)-carboxylic acid tert-butyl ester C(C)(C)(C)OC(=O)N1CCC(=CC1)C1=NC=CC=C1OC=1C=NC(=CC1)C(F)(F)F